methoxypropylene glycol monomethacrylate C(C(=C)C)(=O)O.COC(C(C)O)O